N1=CN=C(C=C1)C1=CC=C(C=C1)CN (4-(pyrimidin-4-yl)phenyl)methylamine